5-((2-(3-((3-Chlorobenzyl)oxy)phenyl)pyridin-4-yl)methoxy)-2-hydroxybenzoic acid ClC=1C=C(COC=2C=C(C=CC2)C2=NC=CC(=C2)COC=2C=CC(=C(C(=O)O)C2)O)C=CC1